[Sn]=O.[Ni].[Ag] silver-nickel-tin oxide